CC(CC(CC(C)O)O)O 2,4,6-heptanetriol